C1(CCCC1)C1=NC2=NC=NC(=C2N1)C(=O)NCC1=CC(=CC(=C1)NC=1C=NN(C1)C)F 8-cyclopentyl-N-(3-fluoro-5-((1-methyl-1H-pyrazol-4-yl)amino)benzyl)-7H-purine-6-carboxamide